3-oxo-9-(7-methoxy-2-tetralone) hydrazone O=C1C(CC2=CC(=CC=C2C1)OC)=NN